C(C)N(CCN1C(C2=C(CC1)NC(=C2C)\C=C\2/C(NC1=CN=C(C=C12)C1=C(C=CC=C1)F)=O)=O)CC (Z)-5-(2-(diethylamino)ethyl)-2-((5-(2-fluorophenyl)-2-oxo-1,2-dihydro-3H-pyrrolo[2,3-c]pyridin-3-ylidene)methyl)-3-methyl-1,5,6,7-tetrahydro-4H-pyrrolo[3,2-c]pyridin-4-one